4-(5-(methoxycarbonyl)-1-methyl-1H-pyrrol-2-yl)-3,6-dihydropyridine-1(2H)-carboxylic acid tert-butyl ester C(C)(C)(C)OC(=O)N1CCC(=CC1)C=1N(C(=CC1)C(=O)OC)C